(3R,9aR)-5-Hydroxy-3-methyl-6,10-dioxo-3,4,6,9,9a,10-hexahydro-2H-1-oxa-4a,8a-diaza-anthracen OC1=C2C(N3C[C@H](CO[C@@H]3CN2C=CC1=O)C)=O